4-{1-{2-[(3-chloro-4-fluorophenyl)amino]-2-oxoethyl}-1H-benzimidazol-2-yl}-N-(3-methoxyphenyl)benzamide ClC=1C=C(C=CC1F)NC(CN1C(=NC2=C1C=CC=C2)C2=CC=C(C(=O)NC1=CC(=CC=C1)OC)C=C2)=O